2-(2-cyclopropyl-1-(4-fluoro-3-methylphenyl)-5-hydroxy-1H-indol-3-yl)-3-phenylpropionic acid C1(CC1)C=1N(C2=CC=C(C=C2C1C(C(=O)O)CC1=CC=CC=C1)O)C1=CC(=C(C=C1)F)C